CC1(OC=2C=C(C=C(C2CC1)O)CCC)CCC=C(C)C 2-Methyl-2-(4-methylpent-3-enyl)-7-propyl-3,4-dihydrochromen-5-ol